ClC=1C(=C2C(=NC1)NC(=N2)C2=CC=C(C=C2)N2CCN(CC2)CCO)NC2CCN(CC2)CC 2-[4-(4-{6-Chloro-7-[(1-ethylpiperidin-4-yl)amino]-3H-imidazo[4,5-b]pyridin-2-yl}phenyl)piperazin-1-yl]ethanol